Tert-butyl (1R,5S)-3-(7-chloro-8-fluoro-2-((tetrahydro-1H-pyrrolizin-7a(5H)-yl)methoxy)pyrido[4,3-d]pyrimidin-4-yl)-3,8-diazabicyclo[3.2.1]octane-8-carboxylate ClC1=C(C=2N=C(N=C(C2C=N1)N1C[C@H]2CC[C@@H](C1)N2C(=O)OC(C)(C)C)OCC21CCCN1CCC2)F